ClCOC(CCC1COCCC1)=O 3-(tetrahydro-2H-pyran-3-yl)propionic acid chloromethyl ester